O1CCC2=C1C(=CC(=C2)C(=O)N)C(=O)N 2,3-dihydro-benzofuran-5,7-dicarboxamide